CC1(CC2CCC(CC2C1)C)CO (+-)-PERHYDRO-2,5-DIMETHYL-CIS-2-INDENEMETHANOL